[Si](C1=CC=CC=C1)(C1=CC=CC=C1)(C(C)(C)C)OC[C@@H](CS)NC(OCC1=CC=CC=C1)=O (S)-benzyl (1-((tert-butyl diphenylsilyl) oxy)-3-mercaptopropan-2-yl)carbamate